[4-(dipropylamino)benzylidene]-2-hydroxybenzohydrazide C(CC)N(C1=CC=C(C=NNC(C2=C(C=CC=C2)O)=O)C=C1)CCC